CN1C(=NC2=C1C=C(C=C2)B2OC(C(O2)(C)C)(C)C)CCN2CC(CC2)O 1-(2-(1-methyl-6-(4,4,5,5-tetramethyl-1,3,2-dioxaborolan-2-yl)-1H-benzo[d]imidazol-2-yl)ethyl)pyrrolidin-3-ol